C(C)N1CCN(CC1)C=1C=CC(=NC1)NC1=NC=C(C(=N1)C=1C=C2C(=CC=NC2=C(C1)F)[C@@H](C)O)F |r| (±)-1-(6-(2-((5-(4-Ethylpiperazin-1-yl)pyridin-2-yl)amino)-5-fluoropyrimidin-4-yl)-8-fluoroquinolin-4-yl)ethanol